(2r,5s)-4-(7-(3,5-difluorophenyl)-5-(2-oxoazetidin-1-yl)-7H-pyrrolo[2,3-d]pyrimidin-4-yl)-2,5-dimethylpiperazine-1-carboxylic acid tert-butyl ester C(C)(C)(C)OC(=O)N1[C@@H](CN([C@H](C1)C)C=1C2=C(N=CN1)N(C=C2N2C(CC2)=O)C2=CC(=CC(=C2)F)F)C